(R)-tert-butyl-2-(2-((5-(2-(1-(2-methoxyethyl)-1H-pyrazol-4-yl)pyrazolo[5,1-b]thiazole-7-carboxamido)-6-methylpyridin-3-yl)amino)-2-oxoethyl)pyrrolidine-1-carboxylate C(C)(C)(C)OC(=O)N1[C@H](CCC1)CC(=O)NC=1C=NC(=C(C1)NC(=O)C=1C=NN2C1SC(=C2)C=2C=NN(C2)CCOC)C